(S)-1-(3-(1-(Hydroxymethyl)cyclopropylsulfonyl)phenoxy)-3-((R)-8-(naphthalin-2-yl-sulfonyl)-1-oxa-8-azaspiro[4.5]decan-3-ylamino)propan-2-ol OCC1(CC1)S(=O)(=O)C=1C=C(OC[C@H](CN[C@H]2COC3(C2)CCN(CC3)S(=O)(=O)C3=CC2=CC=CC=C2C=C3)O)C=CC1